N[C@@H]1C[C@H](CCC1)CNC1=NN(C(=C1)C1=CC(=C(C#N)C=C1)F)C1=CC2=CN(N=C2C=C1)C1=CC=CC=C1 4-(3-((((1S,3S)-3-aminocyclohexyl)methyl)amino)-1-(2-phenyl-2H-indazol-5-yl)-1H-pyrazol-5-yl)-2-fluorobenzonitrile